COC(=O)C1=C(C2=C(N=C(N2C[C@H]2OCC2)CO[Si](C2=CC=CC=C2)(C2=CC=CC=C2)C(C)(C)C)S1)F (S)-2-(((tert-butyldiphenylsilyl)oxy)methyl)-6-fluoro-1-(oxetan-2-ylmethyl)-1H-Thieno[2,3-d]imidazole-5-carboxylic acid methyl ester